ClC=1C=NC(=C(C(=O)NC2CCC(CC2)CN2C(N(C3=C2C=CC=C3)C=3C=NC(=CC3)N3C(CC3)=O)=O)C1)C(F)F 5-chloro-2-(difluoromethyl)-N-((1r,4r)-4-((2-oxo-3-(6-(2-oxoazetidin-1-yl)pyridin-3-yl)-2,3-dihydro-1H-benzo[d]imidazol-1-yl)methyl)cyclohexyl)nicotinamide